Methyl 6-(1-methylbenzimidazol-4-yl)-3-(4-morpholinoanilino)-5-(2-triisopropylsilylethynyl)pyrazine-2-carboxylate CN1C=NC2=C1C=CC=C2C2=C(N=C(C(=N2)C(=O)OC)NC2=CC=C(C=C2)N2CCOCC2)C#C[Si](C(C)C)(C(C)C)C(C)C